C(C1=CC=CC=C1)OC(=O)N1CC(CCC1)(C=1C=NN(C1)C)N=[N+]=[N-] 3-azido-3-(1-methyl-1H-pyrazol-4-yl)piperidine-1-carboxylic acid benzyl ester